tert-butyl 4-[4-methoxy-2-[(3R)-12-[2-(methoxymethoxy)phenyl]-3-methyl-4,8,10,11-tetrazatricyclo[7.4.0.02,7]trideca-1(9),2(7),10,12-tetraen-4-yl]pyrimidin-5-yl]piperidine-1-carboxylate COC1=NC(=NC=C1C1CCN(CC1)C(=O)OC(C)(C)C)N1[C@@H](C=2C=3C=C(N=NC3NC2CC1)C1=C(C=CC=C1)OCOC)C